NC1=C(N=CC(=N1)N1CC2(C1)[C@@H](CC2)N)SC2=C(C(=CC=C2)Cl)Cl |r| (R) and (S)-2-(6-amino-5-((2,3-dichlorophenyl)thio)pyrazin-2-yl)-2-azaspiro[3.3]heptan-5-amine